CC1(CCC=2C(=NNC2C1)C=1NC2=CC(=CC=C2C1)N1C(C2(CC1)CCNCC2)=O)C (2-(6,6-dimethyl-4,5,6,7-tetrahydro-1H-indazol-3-yl)-1H-indol-6-yl)-2,8-diazaspiro[4.5]decan-1-one